4-(N,N-dimethylamino)pyridine cinnamic acid salt C(C=CC1=CC=CC=C1)(=O)O.CN(C)C1=CC=NC=C1